C(C1=CC=CC=C1)N1C2C3(CC1)C(NCC3C(=O)OC(C)(C)C)CC2 tert-butyl 6-benzyloctahydrocyclopenta[2,1-b:5,1-b']dipyrrole-3(3aH)-carboxylate